CC=1N=C(C2=C(N1)N=C(C(=C2)C2=NN=NN2C)N2CCCC2)N[C@H](C)C2=CC(=CC(=C2)C(F)(F)F)[N+](=O)[O-] (R)-2-methyl-6-(1-methyl-1H-tetrazol-5-yl)-N-(1-(3-nitro-5-(trifluoromethyl)phenyl)ethyl)-7-(pyrrolidin-1-yl)pyrido[2,3-d]pyrimidin-4-amine